NCCNC(CCC)=O N-(2-aminoethyl)butyramide